5-hydroxy-2,2-dimethyl-2H-chromene OC1=C2C=CC(OC2=CC=C1)(C)C